C(C)N1CCC(CC1)N1N=C(C=2C1=NC=NC2N)CC2=CC=CC1=CC=CC=C21 1-(1-ethylpiperidin-4-yl)-3-(naphthalen-1-ylmethyl)-1H-pyrazolo[3,4-d]pyrimidin-4-amine